1-(6-amino-4-meth-ylpyridin-3-yl)-6-chloro-7-(isoindolin-2-yl)-4-oxo-1,4-dihydro-1,8-naphthyridine-3-carboxylic acid NC1=CC(=C(C=N1)N1C=C(C(C2=CC(=C(N=C12)N1CC2=CC=CC=C2C1)Cl)=O)C(=O)O)C